N1(CCCC1)S(=O)(=N)C1=CC=C(O1)C(=O)N 5-(pyrrolidin-1-ylsulfonimidoyl)furan-2-carboxamide